ClC1=C(C=C(C(=C1)Cl)C1=C(C(=C(C=C1F)F)F)F)S(=O)(=O)NC(CC)=O N-((4,6-dichloro-2',3',4',6'-tetrafluoro-[1,1'-biphenyl]-3-yl)sulfonyl)propanamide